BrC=1C(=C(C=O)C(=CC1)F)O 3-bromo-6-fluoro-2-hydroxybenzaldehyde